N-(4-(2-(((2-(2-methoxyphenyl)trans-cyclopropyl)methyl)amino)ethyl)trans-cyclohexyl)cyclohexanecarboxamide COC1=C(C=CC=C1)[C@H]1[C@@H](C1)CNCC[C@@H]1CC[C@H](CC1)NC(=O)C1CCCCC1